2-butoxy-9-((5-(piperazin-1-ylmethyl)thiophen-2-yl)methyl)-7,9-dihydro-8H-purin-8-one C(CCC)OC1=NC=C2NC(N(C2=N1)CC=1SC(=CC1)CN1CCNCC1)=O